C(#N)C=1C=NN2C1C(=CC(=C2)C=2C=NN(C2)[C@@H]2CC[C@H](CC2)CC=O)C=2C=CC(=NC2)N2CCC(CC2)(C(=O)NC2CCOCC2)CC 1-(5-(3-cyano-6-(1-((trans)-4-(2-oxoethyl)cyclohexyl)-1H-pyrazol-4-yl)pyrazolo[1,5-a]pyridin-4-yl)pyridin-2-yl)-4-ethyl-N-(tetrahydro-2H-pyran-4-yl)piperidine-4-carboxamide